FC(OC=1C=C(C=CC1)N1C(N(C2=C1C=CC(=C2)C(=O)NC2(CCS(CC2)(=O)=O)C)C(C)C)=O)F 1-[3-(difluoromethoxy)phenyl]-3-isopropyl-N-(4-methyl-1,1-dioxo-thia-cyclohex-4-yl)-2-oxo-benzimidazole-5-carboxamide